6-((1R,2R)-3-amino-1,2-dihydroxypropyl)-2-((5-carboxypentyl)oxy)-5-(2-hydroxyacetamido)-4-(prop-2-yn-1-yloxy)tetrahydro-2H-pyran-2-carboxylic acid NC[C@H]([C@@H](O)C1C(C(CC(O1)(C(=O)O)OCCCCCC(=O)O)OCC#C)NC(CO)=O)O